C(C=1C(C#N)=CC(C#N)=CC1)#N trimellitonitrile